2-(3-(3-oxa-8-azabicyclo[3.2.1]octan-8-yl)propoxy)-4-((1R,5S)-3,8-diazabicyclo[3.2.1]octan-3-yl)-6-chloro-8-fluoro-quinazolin C12COCC(CC1)N2CCCOC2=NC1=C(C=C(C=C1C(=N2)N2C[C@H]1CC[C@@H](C2)N1)Cl)F